ClC1=C(C=CC(=C1)Cl)C1CC(C=2C(C3=CC=C(C=C3NC2C1)C)=O)=O 3-(2,4-dichlorophenyl)-6-methyl-3,4-dihydroacridine-1,9(2H,10H)-dione